ClC1=C(C(=NC(=C1)C)NC(OC(C)(C)C)=O)I tert-butyl (4-chloro-3-iodo-6-methylpyridin-2-yl)carbamate